3-(2-amino-2,3-dihydro-1H-inden-5-yl)-6-((1-(4,4-difluoro-3-(3-fluoro-1H-pyrazol-1-yl)butyryl)-4-hydroxypiperidin-4-yl)methyl)isothiazolo[4,3-d]pyrimidin-7(6H)-one NC1CC2=CC=C(C=C2C1)C=1SN=C2C1N=CN(C2=O)CC2(CCN(CC2)C(CC(C(F)F)N2N=C(C=C2)F)=O)O